CC1=NOC(=C1C=1C=C2C=C(C(N(C2=CC1OC)CC1=NC=CC=C1)=O)C)C 6-(3,5-dimethylisoxazol-4-yl)-7-methoxy-3-methyl-1-(pyridin-2-ylmethyl)quinolin-2(1H)-one